COC1=CC=C(C=C1)CN1N=C(C(=C1C(=O)OC)[N+](=O)[O-])C(=O)OC 3,5-dimethyl 1-[(4-methoxyphenyl)methyl]-4-nitropyrazole-3,5-dicarboxylate